C(C)OC(C[C@H](C1=CC(=C(C=C1)OC)F)NC(=O)OC(C)(C)C)=O (R)-3-((tert-butoxycarbonyl)amino)-3-(3-fluoro-4-methoxyphenyl)propanoic acid ethyl ester